Isobuten chlorid tert-butyl-N-[[4-[[2-(tert-butoxycarbonylamino)-5-thiazol-5-yl-phenyl]carbamoyl]phenyl]-methyl-oxo-sulfanylidene]carbamate C(C)(C)(C)OC(N=S(=O)(C)C1=CC=C(C=C1)C(NC1=C(C=CC(=C1)C1=CN=CS1)NC(=O)OC(C)(C)C)=O)=O.[Cl-].C=C(C)C